3-(4-cyano-3,5-difluorophenyl)-N-(3-(pyridin-4-yl)-1-((2-(trimethylsilyl)ethoxy)methyl)-1H-pyrazol-5-yl)propenamide C(#N)C1=C(C=C(C=C1F)C=CC(=O)NC1=CC(=NN1COCC[Si](C)(C)C)C1=CC=NC=C1)F